1,2-di(docosahexaenoyl)-sn-glycero-3-phosphoethanolamine C(C=CC=CC=CC=CC=CC=CCCCCCCCCC)(=O)OC[C@@H](OC(C=CC=CC=CC=CC=CC=CCCCCCCCCC)=O)COP(=O)(O)OCCN